diisopropyl (4-(2-((tert-butyldimethylsilyl)oxy)propyl)phenyl)boronate [Si](C)(C)(C(C)(C)C)OC(CC1=CC=C(C=C1)B(OC(C)C)OC(C)C)C